(R)-2-(3-fluoro-5-isopropyl-2-methoxyphenyl)-2-((R)-3-((5-((R)-1,2,3,4-tetrahydro-1,8-naphthyridin-2-yl)pentyl)oxy)pyrrolidin-1-yl)acetic acid FC=1C(=C(C=C(C1)C(C)C)[C@H](C(=O)O)N1C[C@@H](CC1)OCCCCC[C@H]1NC2=NC=CC=C2CC1)OC